BrC1=C(C(=CC(=C1O)Cl)Cl)Cl 6-bromo-2,4,5-trichlorophenol